(-)-α-cadinene CC1=C[C@@H]2[C@@H](CC1)C(=CC[C@H]2C(C)C)C